butan-1-ol dihydrochloride Cl.Cl.C(CCC)O